NC1=NC=2C=C(C=CC2C2=C1CNC2=O)C=2C=NN(C2C2=C(C#N)C(=CC(=C2F)Cl)OC2CC2)C 2-(4-(4-amino-1-oxo-2,3-dihydro-1H-pyrrolo[3,4-c]quinolin-7-yl)-1-methyl-1H-pyrazol-5-yl)-4-chloro-6-cyclopropyloxy-3-fluorobenzonitrile